O1N=C(C2=C1C=CC=C2)C2=C(C=CC=C2)[C@H](CC2=NC(=CC=C2)N2C[C@H](CC2)O)N[S@@](=O)C(C)(C)C (S)-N-{(S)-1-[2-(Benzo[d]isoxazol-3-yl)phenyl]-2-[6-((S)-3-hydroxylpyrrolidin-1-yl)pyridine-2-yl]ethyl}-2-methylpropane-2-sulfinamide